(2S)-2-amino-4-(7-quinolyl)-butanoic acid N[C@H](C(=O)O)CCC1=CC=C2C=CC=NC2=C1